C(C)OC=1C=CC2=C(C(=NS2(=O)=O)N(\N=C\C=2C=C3C(C(NC3=CC2)=O)(CC)CC)CC(C)C)C1 5-[(E)-[(5-Ethoxy-1,1-dioxo-1,2-benzothiazol-3-yl)-isobutyl-hydrazono]methyl]-3,3-diethyl-indolin-2-on